NC=1NC(C2=C(N1)NC(=C2C=2C=C(C(=O)O)C=CC2)C2=CC=C(C=C2)S(N(C)C)(=O)=O)=O 3-(2-amino-6-(4-(N,N-dimethylsulfamoyl)phenyl)-4-oxo-4,7-dihydro-3H-pyrrolo[2,3-d]pyrimidin-5-yl)benzoic acid